1-(4-(5-chloro-6-(3-hydroxy-1-naphthalenyl)[1,2]thiazolo[3,4-b]pyridin-3-yl)-3-methyl-1-piperazinyl)-2-propen-1-one ClC1=CC=2C(N=C1C1=CC(=CC3=CC=CC=C13)O)=NSC2N2C(CN(CC2)C(C=C)=O)C